1-(5-(Aminomethyl)-2-nitrophenyl)ethanol ethyl-1-(2-hydroxyethyl)-piperidine-4-carboxylate C(C)C1N(CCC(C1)C(=O)OC(C)C1=C(C=CC(=C1)CN)[N+](=O)[O-])CCO